bismuthonium [BiH4+]